2-methyl-1-(2-aminobutyl)piperazine ethyl-2-(2-((5-(3-(aminomethyl)phenyl)-7-((dimethylamino)methyl)benzofuran-3-yl)methoxy)phenyl)acetate C(C)OC(CC1=C(C=CC=C1)OCC1=COC2=C1C=C(C=C2CN(C)C)C2=CC(=CC=C2)CN)=O.CC2N(CCNC2)CC(CC)N